(Z)-1-(4-Hydroxyphenyl)-3-(3-phenoxyphenyl)prop-2-en-1-one OC1=CC=C(C=C1)C(\C=C/C1=CC(=CC=C1)OC1=CC=CC=C1)=O